N7-[2-(chloromethyl)allyl]-8-methoxy-5,5-dimethyl-6H-benzo[h]quinazoline-4,7-diamine ClCC(CNC=1C(=CC=C2C1CC(C=1C(=NC=NC21)N)(C)C)OC)=C